C(C)OC(=O)C1C[C@H](N([C@@H](C1)C)C1=NC=C(C=C1N)F)C.C(CCCCCCCCCCCCCCCCC)NC(CCCCCCCCCCC(CCCCCC)O)=O N-stearyl-12-hydroxystearamide ethyl-(2R,6R)-1-(3-amino-5-fluoropyridin-2-yl)-2,6-dimethylpiperidine-4-carboxylate